3-glycidoxypropyl-(dimethoxy)methyl-silane C(C1CO1)OCCC[SiH2]C(OC)OC